9,10-bis-phenylethynylanthracene C1(=CC=CC=C1)C#CC=1C2=CC=CC=C2C(=C2C=CC=CC12)C#CC1=CC=CC=C1